ON=C(N)C1=NC=C(N=C1)NC1=NC(=NO1)C1=CC=C(C=C1)C(F)(F)F N'-Hydroxy-5-((3-(4-(trifluoromethyl)phenyl)-1,2,4-oxadiazol-5-yl)amino)pyrazine-2-carboximidamide